4,4,5,5-tetramethyl-2-[(E)-3-methylbut-1-enyl]-1,3,2-dioxaborolane CC1(OB(OC1(C)C)\C=C\C(C)C)C